ClC=1C(=NC(=NC1)NC12CCC(CC1)(C2)N)C=2C=NN(C2CC2CC2)C N1-(5-chloro-4-(5-(cyclopropylmethyl)-1-methyl-1H-pyrazol-4-yl)pyrimidin-2-yl)bicyclo[2.2.1]heptane-1,4-diamine